C(#N)C1=NC2=CC(=CC(=C2N=C1N1CC2C(C(C1)C2)(C)O)[C@@H](C)NC2=C(C(=O)O)C=CC=C2)C 2-(((1R)-1-(2-cyano-3-(6-hydroxy-6-methyl-3-azabicyclo[3.1.1]heptan-3-yl)-7-methylquinoxalin-5-yl)ethyl)amino)benzoic acid